(3-(Methoxymethyl)oxetan-3-yl)methyl (1-hydroxy-7-methyl-1,3-dihydrobenzo[c][1,2]oxaborole-6-carbonyl)-L-valinate OB1OCC2=C1C(=C(C=C2)C(=O)N[C@@H](C(C)C)C(=O)OCC2(COC2)COC)C